2-[2-({2-aminotricyclo[9.4.0.03,8]pentadeca-1(11),3(8),4,6,12,14-hexaen-6-yl}oxy)acetamido]-N-[(4-methylphenyl)(phenyl)methyl]hexanamide NC1C=2C=CC=CC2CCC=2C=C(C=CC12)OCC(=O)NC(C(=O)NC(C1=CC=CC=C1)C1=CC=C(C=C1)C)CCCC